(1R)-N-(7-chloro-6-((3S,4S)-3-fluoro-1-(4-hydroxy-3-methyltetrahydrofuran-3-yl)piperidin-4-yl)isoquinolin-3-yl)-6-oxaspiro[2.5]octane-1-carboxamide ClC1=C(C=C2C=C(N=CC2=C1)NC(=O)[C@@H]1CC12CCOCC2)[C@H]2[C@@H](CN(CC2)C2(COCC2O)C)F